COC(NC[C@H]1CN(C(O1)=O)C1=CC(=C(C(=C1)F)N1CC2(COC2)C1)F)=O (S)-((3-(3,5-difluoro-4-(2-oxa-6-azaspiro[3.3]hept-6-yl)phenyl)-2-oxo-oxazolidin-5-yl)methyl)carbamic acid methyl ester